ClC1=C2C=NNC2=CC=C1NC1=NN=C(O1)C1=CC(=C(OCC(=O)NC(C)C)C=C1)OC 2-[4-[5-[(4-chloro-1H-indazol-5-yl)amino]-1,3,4-oxadiazol-2-yl]-2-methoxy-phenoxy]-N-isopropyl-acetamide